4-(4-((1R,5S)-3,8-diazabicyclo[3.2.1]octan-3-yl)-6-methoxy-2-((tetrahydro-1H-pyrrolizin-7a(5H)-yl)methoxy)pyrido[3,2-d]pyrimidin-7-yl)naphthalen-2-ol [C@H]12CN(C[C@H](CC1)N2)C=2C1=C(N=C(N2)OCC23CCCN3CCC2)C=C(C(=N1)OC)C1=CC(=CC2=CC=CC=C12)O